N-(2-(((tert-butyldiphenylsilyl)oxy)methyl)phenyl)-N-hydroxybenzamide [Si](C1=CC=CC=C1)(C1=CC=CC=C1)(C(C)(C)C)OCC1=C(C=CC=C1)N(C(C1=CC=CC=C1)=O)O